N-(4-fluorophenyl)-4-hydroxy-1-isobutyl-2-oxo-1,2-dihydroquinoline-3-carboxamide FC1=CC=C(C=C1)NC(=O)C=1C(N(C2=CC=CC=C2C1O)CC(C)C)=O